(R)-5-ethyl-8,8-dimethyl-5-(3-(6-methylpyridazin-4-yl)phenyl)-5,8,9,10-tetrahydrobenzo[b][1,8]naphthyridin-6(7H)-one C(C)[C@@]1(C2=C(NC=3N=CC=CC13)CC(CC2=O)(C)C)C2=CC(=CC=C2)C2=CN=NC(=C2)C